methyl 2-methyl-2-(7-methylbenzo[d]isoxazol-3-yl)propanoate CC(C(=O)OC)(C)C1=NOC2=C1C=CC=C2C